(4-(6-amino-5-(2,2-dimethoxyethyl)pyrimidine-4-yl)-1H-pyrazole-1-yl)-3-cyclopentyl-acrylonitrile NC1=C(C(=NC=N1)C=1C=NN(C1)C(C#N)=CC1CCCC1)CC(OC)OC